(1S,3R)-1-(5-(azetidin-3-yloxy)pyridin-2-yl)-2-(bicyclo[1.1.1]pentan-1-yl)-3-methyl-2,3,4,9-tetrahydro-1H-pyrido[3,4-b]indole N1CC(C1)OC=1C=CC(=NC1)[C@H]1N([C@@H](CC2=C1NC1=CC=CC=C21)C)C21CC(C2)C1